carbon (Carban) C.[C]